N-(cyanomethyl)-4-[3-(dimethylamino)acryloyl]benzamide C(#N)CNC(C1=CC=C(C=C1)C(C=CN(C)C)=O)=O